(S)-(4-(5-methylbenzo[d]oxazol-2-yl)-6,7-dihydro-1H-imidazo[4,5-c]pyridin-5(4H)-yl)(4-(trifluoromethyl)oxazol-5-yl)methanone CC=1C=CC2=C(N=C(O2)[C@H]2N(CCC3=C2N=CN3)C(=O)C3=C(N=CO3)C(F)(F)F)C1